FC=1C=C(OC2CC3(C2)CN(CCC3)C3=CN=C2C(=N3)N(N=C2)CC(F)(F)F)C=C(C1)F 2-(3,5-difluorophenoxy)-6-[1-(2,2,2-trifluoroethyl)-1H-pyrazolo[3,4-b]pyrazin-6-yl]-6-azaspiro[3.5]nonane